2-chloro-6-(methylsulfonyl)-[1,2,4]triazolo[1,5-a]pyridine ClC1=NN2C(C=CC(=C2)S(=O)(=O)C)=N1